C(C=C)OC1=C(C=C(C(=O)OC)C=C1)S(NC1=C(C=C(C(=C1)C#N)Cl)N1[C@H](CCCC1)CCCOCOCC[Si](C)(C)C)(=O)=O methyl (R)-4-(allyloxy)-3-(N-(4-chloro-5-cyano-2-(2-(3-((2-(trimethylsilyl)ethoxy)methoxy)propyl)piperidin-1-yl)phenyl)sulfamoyl)benzoate